4-((5-(methoxycarbonyl)pyridin-3-yl)methyl)piperazine-1-carboxylic acid tert-butyl ester C(C)(C)(C)OC(=O)N1CCN(CC1)CC=1C=NC=C(C1)C(=O)OC